9,9-dimethyl-2,7-bis[N-(m-tolyl)anilino]fluorene CC1(C2=CC(=CC=C2C=2C=CC(=CC12)N(C1=CC=CC=C1)C=1C=C(C=CC1)C)N(C1=CC=CC=C1)C=1C=C(C=CC1)C)C